C(C1=CC=CC=C1)OCC1=C(C=C(C=C1)C)N1/C(/SCC1=O)=N/C(=O)NC1=C(C=C(C=C1)C1=NN(C=N1)C1=CC=C(C=C1)OC(F)(F)F)F (Z)-1-(3-(2-((benzyloxy)methyl)-5-methylphenyl)-4-oxothiazolidin-2-ylidene)-3-(2-fluoro-4-(1-(4-(trifluoromethoxy)phenyl)-1H-1,2,4-triazol-3-yl)phenyl)urea